NCC(C)(C)NC(=O)[C@H]1CN(C[C@H](O1)C)C=1C=2N(C(=CC1)C#N)N=CC2 (2r,6r)-N-(2-amino-1,1-dimethyl-ethyl)-4-(7-cyanopyrazolo[1,5-a]pyridin-4-yl)-6-methyl-morpholine-2-carboxamide